2-(2'-acryloyl-4-(dimethylcarbamoyl)-[1,1'-biphenyl]-3-yl)propanoic acid C(C=C)(=O)C1=C(C=CC=C1)C1=CC(=C(C=C1)C(N(C)C)=O)C(C(=O)O)C